N-(2-(1-(2-cyanoethyl)piperidin-4-yl)ethyl)-4-((3-(4-(difluoromethoxy)phenyl)imidazo[1,2-a]pyrazin-8-yl)amino)-N,2-dimethylbenzamide C(#N)CCN1CCC(CC1)CCN(C(C1=C(C=C(C=C1)NC=1C=2N(C=CN1)C(=CN2)C2=CC=C(C=C2)OC(F)F)C)=O)C